Methyl-3-((2-chlorobenzyl)carbamoyl)-5-oxo-1-thioxo-4,5-dihydro-1H-thiazolo[3,4-a]quinazoline CN1C=2N(C3=CC=CC=C3C1=O)C(SC2C(NCC2=C(C=CC=C2)Cl)=O)=S